FC1=CC=CC2=C1SC(=C2C)CN(C(/C=C/C2=CC1=C(NC([C@H](CC1)NC(OC(C)(C)C)=O)=O)N=C2)=O)C tert-Butyl (S,E)-(3-(3-(((7-fluoro-3-methylbenzo[b]thiophen-2-yl)methyl)(methyl)amino)-3-oxoprop-1-en-1-yl)-8-oxo-6,7,8,9-tetrahydro-5H-pyrido[2,3-b]azepin-7-yl)carbamate